2,2,6,6-tetramethyl-3,5-bis(propoxymethyl)heptan-4-ol Ethyl-(2R,5S)-4-(5-(2-fluorophenyl)-7-(pyridin-2-yl)-7H-pyrrolo[2,3-d]pyrimidin-4-yl)-2,5-dimethylpiperazine-1-carboxylate C(C)[C@]1(N(C[C@@H](N(C1)C=1C2=C(N=CN1)N(C=C2C2=C(C=CC=C2)F)C2=NC=CC=C2)C)C(=O)OC(C(C(C)(C)C)COCCC)C(C(C)(C)C)COCCC)C